C(C)(=O)OCC1=CC=C(C=C1)N1C(=NC=2C1=NC=C(C2)C(N)=O)C=2C(=NC=CC2)N 4-(2-(2-aminopyridin-3-yl)-6-carbamoyl-3H-imidazo[4,5-b]pyridin-3-yl)benzyl acetate